N-(4-(5-(difluoromethyl)-1,3,4-oxadiazol-2-yl)benzyl)-N-phenyl-2-(piperazin-1-yl)ethane-1-sulfonamide hydrochloride Cl.FC(C1=NN=C(O1)C1=CC=C(CN(S(=O)(=O)CCN2CCNCC2)C2=CC=CC=C2)C=C1)F